C(C)(C)N1N=CC(=C1)N1C(N([C@@H](C1)C#N)C1=CN=CC2=CC=CC=C12)=O (S)-1-(1-isopropyl-1H-pyrazol-4-yl)-3-(isoquinolin-4-yl)-2-oxoimidazolidine-4-carbonitrile